5-(5-fluoro-6-[[(1-methylpiperidin-4-yl)amino]methyl]-2,3-dihydro-1H-isoindol-2-yl)-4-(trifluoromethyl)-2-[[2-(trimethylsilyl)ethoxy]methyl]-2,3-dihydropyridazin-3-one FC=1C=C2CN(CC2=CC1CNC1CCN(CC1)C)C1=C(C(N(N=C1)COCC[Si](C)(C)C)=O)C(F)(F)F